4-[(4-{6,6-dimethyl-5H,7H-pyrazolo[1,5-a]pyrimidin-4-yl}-5-fluoropyrimidin-2-yl)amino]benzenesulfonamide CC1(CN(C=2N(C1)N=CC2)C2=NC(=NC=C2F)NC2=CC=C(C=C2)S(=O)(=O)N)C